C(CC)N(CCC)C N,N-dipropylmonomethylamine